OCC1=C[C@@H]2[C@H](C(OC=3C=C(C=C(C23)O)CCCCC)(C)C)CC1 (6aR,10aR)-9-(hydroxymethyl)-6,6-dimethyl-3-pentyl-6a,7,8,10a-tetrahydrobenzo[c]chromen-1-ol